methyl (S)-7-methyl-3-(2-morpholinoethyl)-2-(2-(2-oxopyridin-1(2H)-yl)ethyl)-3,7,8,9-tetrahydro-6H-imidazo[4,5-f]quinoline-6-carboxylate C[C@@H]1N(C2=CC=C3C(=C2CC1)N=C(N3CCN3CCOCC3)CCN3C(C=CC=C3)=O)C(=O)OC